sydnone imine O1[N-][NH+]=CC1=N